CC1=NC=CC(=C1)NC=1C=C(C=CC1)NC(C1=CC(=CC=C1)NC1=CC=NC=C1)=O N-(3-((2-methylpyridin-4-yl)amino)phenyl)-3-(pyridin-4-ylamino)benzamide